phenylenediamine methanesulfinate CS(=O)O.C1(=C(C=CC=C1)N)N